8-(4-chloro-1,2,6-trimethyl-1H-benzo[d]imidazol-5-yl)-1-(hydroxymethyl)indolizine ClC1=C(C(=CC=2N(C(=NC21)C)C)C)C2=CC=CN1C=CC(=C21)CO